ClC1=CC(=CC2=CC=CC=C12)N1C(CCC1)C=1C(=C(C(=O)O)C=CC1)F 3-(1-(4-chloronaphthalen-2-yl)pyrrolidin-2-yl)-2-fluorobenzoic acid